NC=1C=CC(=C2CN(C(C12)=O)CC(C(C1=CC(=C(C(=C1)OC)OC)OC)=O)=C)C=1C=NC=C(C1)OC 7-amino-4-(5-methoxypyridin-3-yl)-2-[2-methylidene-3-oxo-3-(3,4,5-trimethoxyphenyl)propyl]-2,3-dihydro-1H-isoindol-1-one